(R)-3-(2-hydroxypropan-2-yl)-5-(5-methylthiazol-2-yl)-N-(1-(2-(trifluoromethyl)pyrimidin-5-yl)ethyl)benzamide OC(C)(C)C=1C=C(C(=O)N[C@H](C)C=2C=NC(=NC2)C(F)(F)F)C=C(C1)C=1SC(=CN1)C